ClC1=C(C=NN(C1=O)[C@@H]1CC[C@H](CC1)C(=O)N(C)OC)NCC1COCCC1 trans-4-[5-chloro-6-oxo-4-(tetrahydropyran-3-ylmethylamino)pyridazin-1-yl]-N-methoxy-N-methyl-cyclohexanecarboxamide